OC1=CC=C2C=CC(NC2=C1)=O 7-hydroxyquinoline-2(1H)-one